N-(2-(thien-2-yl)-5-((methylamino)methyl)phenyl)benzenesulfonamide S1C(=CC=C1)C1=C(C=C(C=C1)CNC)NS(=O)(=O)C1=CC=CC=C1